COC1=CC=C(C=C1)\C=C\Br (E)-1-(4'-methoxyphenyl)-2-bromoethylene